N-(4-(4-Fluoro-2-(4-methyl-4H-1,2,4-triazol-3-yl)phenyl)pyridin-2-yl)-5-((isobutylamino)methyl)-1-methyl-2-oxo-1,2-dihydropyridine-3-carboxamide FC1=CC(=C(C=C1)C1=CC(=NC=C1)NC(=O)C=1C(N(C=C(C1)CNCC(C)C)C)=O)C1=NN=CN1C